Bis-Tert-Butyl-Amine C(C)(C)(C)NC(C)(C)C